4-(4-(4-((2-(2,6-dioxopiperidin-3-yl)-1,3-dioxoisoindolin-4-ylamino)methyl)benzyl)piperazin-1-yl)-3-fluoro-5-methylbenzonitrile O=C1NC(CCC1N1C(C2=CC=CC(=C2C1=O)NCC1=CC=C(CN2CCN(CC2)C2=C(C=C(C#N)C=C2C)F)C=C1)=O)=O